NC1=NC(=CC(=N1)N1CCC2(CCCC(N2C2=CC(=C(C=C2)F)F)=O)CC1)N1[C@H]2CO[C@@H](C1)C2 |r| rac-9-(2-amino-6-((1R,4R)-2-oxa-5-azabicyclo[2.2.1]heptan-5-yl)pyrimidin-4-yl)-1-(3,4-difluorophenyl)-1,9-diazaspiro[5.5]undecan-2-one